bromopentane CCCCCBr